C(C)(C)OC1=C(C#N)C=C(C=C1)C1=NC(=NO1)C1=C2CC/C(/C2=CC=C1)=N/OC(C)C (Z)-2-isopropoxy-5-(3-(1-(isopropoxyimino)-2,3-dihydro-1H-inden-4-yl)-1,2,4-oxadiazol-5-yl)benzonitrile